C(C)(C)OC1=NC(=CC=C1)OC(C)C 2,6-diisopropyloxypyridine